C1=CN(C=N1)C(=O)NCC(F)(F)F N-(2,2,2-trifluoroethyl)-1H-imidazole-1-carboxamide